N-(2-(4-(2-(((2-chloro-[1,1'-biphenyl]-4-yl)methyl)amino)ethyl)-1H-1,2,3-triazol-1-yl)ethyl)-6-(4H-1,2,4-triazol-4-yl)-1H-indazol-4-amine ClC1=C(C=CC(=C1)CNCCC=1N=NN(C1)CCNC=1C=2C=NNC2C=C(C1)N1C=NN=C1)C1=CC=CC=C1